C(C)(C)(C)OC(=O)N[C@@H]1CC[C@H](CC1)OCC(=O)OCC ethyl 2-(((trans)-4-((tert-butoxycarbonyl)amino)cyclohexyl)oxy)acetate